6,6-dimethyl-N'-((3-methyl-1,2,3,5,6,7-hexahydro-s-indacen-4-yl)carbamoyl)-6,7-dihydro-5H-pyrazolo[5,1-b][1,3]oxazine-3-sulfonimidamide CC1(CN2C(OC1)=C(C=N2)S(=O)(N)=NC(NC2=C1C(CCC1=CC=1CCCC21)C)=O)C